FC1=CC=C(C=C1)C1=CNC=2N=CC=3C=C(C=CC3C21)C(=O)OC methyl 1-(4-fluorophenyl)-3H-pyrrolo[2,3-c]isoquinoline-7-carboxylate